C(C=C)(=O)N1C[C@H](CCC1)CN1C(C(=NC=2C=NC(=NC12)NC1=C(C=C(C=C1)N1CCN(CC1)C)OC)C1=CC=CC=C1)=O (S)-8-((1-acryloyl-3-piperidinyl)methyl)-2-((2-methoxy-4-(4-methyl-1-piperazinyl)phenyl)amino)-6-phenyl-7(8H)pteridinone